tert-butyl (1R,5S)-3-(7-(8-chloro-3-hydroxynaphthalen-1-yl)-8-fluoro-2-methoxypyrido[4,3-d]pyrimidin-4-yl)-3,8-diazabicyclo[3.2.1]octane-8-carboxylate ClC=1C=CC=C2C=C(C=C(C12)C1=C(C=2N=C(N=C(C2C=N1)N1C[C@H]2CC[C@@H](C1)N2C(=O)OC(C)(C)C)OC)F)O